ClC1=C(C(=C(C=C1)NC(OC(C)(C)C)=O)F)C(NCC(F)(F)F)=O tert-Butyl (4-chloro-2-fluoro-3-((2,2,2-trifluoroethyl)carbamoyl)phenyl)-carbamate